1-[6-(aminomethyl)-1H-indol-2-yl]-N-(cyclobutylmethyl)-1,1-dideuterio-methanamine NCC1=CC=C2C=C(NC2=C1)C(NCC1CCC1)([2H])[2H]